ClC=1C=CC2=C(N=C(S2)C2CC3(CC(C3)NC(=O)C3=CC(=NC=C3)NC3CC3)C2)C1 N-[6-(5-chloro-1,3-benzothiazol-2-yl)spiro[3.3]heptan-2-yl]-2-(cyclopropylamino)pyridine-4-carboxamide